5-Nitro-2-[4-(trifluoromethyl)-2H-1,2,3-triazol-2-yl]Benzenesulfonamide [N+](=O)([O-])C=1C=CC(=C(C1)S(=O)(=O)N)N1N=CC(=N1)C(F)(F)F